ClC=1C=C(OCC(C(=O)OC(C)(C)C)=C)C=C(C1)NC(NCC=1C(=C2CN(C(C2=CC1)=O)C1C(NC(CC1)=O)=O)F)=O tert-butyl 2-[[3-chloro-5-[[2-(2,6-dioxo-3-piperidyl)-4-fluoro-1-oxo-isoindolin-5-yl]methylcarbamoylamino]phenoxy] methyl]prop-2-enoate